trans-5-chloro-N-((4-(2-(4-chlorophenoxy)acetamido)cyclohexyl)methyl)benzofuran-2-carboxamide ClC=1C=CC2=C(C=C(O2)C(=O)NC[C@@H]2CC[C@H](CC2)NC(COC2=CC=C(C=C2)Cl)=O)C1